5-[(8-Aminooctyl)amino]-2-(2,6-dioxopiperidin-3-yl)isoindole-1,3-dione trifluoroacetate salt FC(C(=O)O)(F)F.NCCCCCCCCNC=1C=C2C(N(C(C2=CC1)=O)C1C(NC(CC1)=O)=O)=O